4,4'-isopropylidenedibenzoic acid C(C)(C)(C1=CC=C(C(=O)O)C=C1)C1=CC=C(C(=O)O)C=C1